[hydroxy(phenyl)methyl]-4H-1,2,4-triazole OC(C1=CC=CC=C1)C1=NN=CN1